ClC1=C(C(=CC=C1)F)N1N=CC(=C1CO[C@H]1[C@@H]2CN([C@H](C1)C2)C2=CC(=C(C(=O)O)C=C2)F)C2CC2 4-[(1S,4S,5R)-5-{[1-(2-chloro-6-fluorophenyl)-4-cyclopropyl-1H-pyrazol-5-yl]methoxy}-2-azabicyclo[2.2.1]heptan-2-yl]-2-fluorobenzoic acid